C(C1=CC=CC=C1)N1CCC(CC1)CC1C(C2=CC=C(C=C2C1)C1CCN(CC1)CCC1=CNC2=CC=C(C=C12)C#N)=O 3-(2-(4-(2-((1-Benzylpiperidin-4-yl)methyl)-1-oxo-2,3-dihydro-1H-inden-5-yl)piperidin-1-yl)ethyl)-1H-indole-5-carbonitrile